C(C#CC)(=O)N[C@@H]1C[C@@H](CCC1)C1=C2C3=C(NC2=C(C=C1F)C(=O)N)CCC3 8-[(1R,3S)-3-(but-2-ynoylamino)cyclohexyl]-7-fluoro-1,2,3,4-tetrahydro-cyclopenta[b]Indole-5-carboxamide